methyl (8S)-7-((5-(1-(3-fluorophenyl)ethyl)thiophene-2-carbonyl) glycyl)-1,4-dioxa-7-azaspiro[4.4]nonane-8-carboxylate FC=1C=C(C=CC1)C(C)C1=CC=C(S1)C(=O)NCC(=O)N1CC2(OCCO2)C[C@H]1C(=O)OC